tert-butyl {[2-{[(4-bromophenyl)carbamoyl]amino}-3-(1H-imidazol-4-yl)propanoyl]amino}acetate BrC1=CC=C(C=C1)NC(=O)NC(C(=O)NCC(=O)OC(C)(C)C)CC=1N=CNC1